N-[(1S)-2-[4-(3,5-dimethyl-1H-pyrazol-4-yl)anilino]-2-oxo-1-[(1R)-6-(1,2,3,4-tetrahydroisoquinolin-6-yl)indan-1-yl]ethyl]-2-methyl-pyrazole-3-carboxamide CC1=NNC(=C1C1=CC=C(NC([C@H]([C@@H]2CCC3=CC=C(C=C23)C=2C=C3CCNCC3=CC2)NC(=O)C=2N(N=CC2)C)=O)C=C1)C